N12C=CN(CC1)CC2 4-aza-1-azabicyclo[2.2.2]Octene